6-(4-fluoro-3-methyl-phenyl)-1-(2-pyridylmethyl)-3H-imidazo[4,5-b]Pyridine FC1=C(C=C(C=C1)C=1C=C2C(=NC1)NCN2CC2=NC=CC=C2)C